1-((3R,5S)-3-(3-chloro-5-(4,4,5,5-tetramethyl-1,3,2-dioxaborolan-2-yl)phenyl)-5-(difluoromethyl)morpholino)prop-2-en-1-one ClC=1C=C(C=C(C1)B1OC(C(O1)(C)C)(C)C)[C@@H]1COC[C@H](N1C(C=C)=O)C(F)F